2-(4-(2-(4-chloro-2-fluorophenyl)-2-methylbenzo[d][1,3]dioxol-4-yl)benzyl)-1-(((S)-oxetan-2-yl)methyl)-1H-benzo[d]imidazol-6-carboxylic Acid ClC1=CC(=C(C=C1)C1(OC2=C(O1)C=CC=C2C2=CC=C(CC1=NC3=C(N1C[C@H]1OCC1)C=C(C=C3)C(=O)O)C=C2)C)F